2-cyclohexene-1,2-dicarboxylic acid dimethyl ester COC(=O)C1C(=CCCC1)C(=O)OC